FC1=CC2=C(N(C(N=C2N2C(C(N(C(C2([2H])[2H])([2H])[2H])C(C=C)=O)([2H])[2H])([2H])[2H])=O)C=2C(=NC=CC2C)C(C)C)N=C1C1=C(C=CC=C1O)F (M)-6-Fluoro-7-(2-fluoro-6-hydroxy-phenyl)-1-(2-isopropyl-4-methyl-3-pyridyl)-4-(2,2,3,3,5,5,6,6-octadeuterio-4-prop-2-enoyl-piperazin-1-yl)pyrido[2,3-d]pyrimidin-2-one